2-fluoro-6-(4-fluoro-2-methylphenoxy)-N-(2-(N-hydroxyamino)pyridin-4-yl)-3-(trifluoromethyl)benzamide FC1=C(C(=O)NC2=CC(=NC=C2)NO)C(=CC=C1C(F)(F)F)OC1=C(C=C(C=C1)F)C